C[C@H]1N(CCOC1)C=1C2=C(N=C(N1)C1=C3C(=NC=C1)NC=C3)C=NC(=C2)C2=CC=NN2C (R)-3-methyl-4-(6-(1-methyl-1H-pyrazol-5-yl)-2-(1H-pyrrolo[2,3-b]pyridin-4-yl)pyrido[3,4-d]pyrimidin-4-yl)morpholine